O=C1CC2(C1)CN(CC2)C(=O)OCCF 2-fluoroethyl 2-oxo-6-azaspiro[3.4]octane-6-carboxylate